ClC1=C(C=CC(=C1F)F)C1C(=C(NC(=N1)C=1SC=CN1)[C@@H]1CC[C@H](CC1)C=1C(=NN(C1)CCC(=O)O)C)C(=O)OCC (trans)-3-(4-(4-(6-(2-Chloro-3,4-difluorophenyl)-5-(ethoxycarbonyl)-2-(thiazol-2-yl)-3,6-dihydropyrimidin-4-yl)cyclohexyl)-3-methyl-1H-pyrazol-1-yl)propanoic acid